C(C)(C)(C)OC(=O)NC1=CC(=C(C(=N1)C)Cl)[S-].[Na+] sodium 6-((tert-butoxycarbonyl)amino)-3-chloro-2-methylpyridin-4-thiolate